C1(=C(C=CC=C1)NC1=CC=CC=C1)C1=CC=CC=C1 biphenyl-2-yl-(phenyl)amine